(+/-)-N-{4-[(3-chloro-1-{[2-(trimethylsilyl)ethoxy]methyl}-1H-pyrrolo[2,3-b]pyridin-4-yl)oxy]-3,5-difluorophenyl}-5-methyl-5,6-dihydro-4H-1,3-oxazin-2-amine ClC1=CN(C2=NC=CC(=C21)OC2=C(C=C(C=C2F)NC=2OC[C@@H](CN2)C)F)COCC[Si](C)(C)C |r|